2-chloro-5-(trifluoro-methyl)benzoic acid ClC1=C(C(=O)O)C=C(C=C1)C(F)(F)F